4-(8-(((trans)-4-(pyrimidin-2-yloxy)cyclohexyl)oxy)quinoxalin-6-yl)morpholine N1=C(N=CC=C1)O[C@@H]1CC[C@H](CC1)OC=1C=C(C=C2N=CC=NC12)N1CCOCC1